FC1=C(C(=CC=C1F)F)[C@H]1CC[C@H](CC1)OCC1NCCCC1C1=CC=NN1COCC[Si](C)(C)C 2-((((CIS)-4-(2,3,6-trifluorophenyl)cyclohexyl)oxy)methyl)-3-(1-((2-(trimethylsilyl)ethoxy)methyl)-1H-pyrazol-5-yl)piperidine